ClC1=CC(=CC=2N=C(OC21)C=2C(=C(C=CC2)C2=C(C(=CC=C2)SC2=NC=CC(=C2)C2CCN(CC2)C)Cl)C)CN2C[C@@H](CC2)C(=O)O (R)-1-((7-chloro-2-(2'-chloro-2-methyl-3'-((4-(1-methylpiperidin-4-yl)pyridin-2-yl)thio)-[1,1'-biphenyl]-3-yl)benzo[d]oxazol-5-yl)methyl)pyrrolidine-3-carboxylic acid